4-((S)-1-((S)-1-((2,2-difluoro-[1,3]dioxolo[4',5':4,5]benzo[1,2-d]thiazol-6-yl)amino)-1-oxopropan-2-yl)piperidin-3-yl)pyridine 1-oxide FC1(OC=2C(=CC3=C(N=C(S3)NC([C@H](C)N3C[C@@H](CCC3)C3=CC=[N+](C=C3)[O-])=O)C2)O1)F